2-cyclopropanecarbonyl-5-(2-cyclopropanecarbonyl-1,3-dioxo-2,3-dihydro-1H-indene-5-carbonyl)-2,3-dihydro-1H-indene-1,3-dione C1(CC1)C(=O)C1C(C2=CC=C(C=C2C1=O)C(=O)C=1C=C2C(C(C(C2=CC1)=O)C(=O)C1CC1)=O)=O